N-(2-aminocyclohexyl)acetamide NC1C(CCCC1)NC(C)=O